N-Methyl-Indoline 9,10-dioxo-9,10-dihydroanthracene-2,6-diylbis(4-(2-((4-(4-(4-bromophenyl)-1H-1,2,3-triazol-1-yl)phenyl)thio)ethyl)benzoate) O=C1C2=CC=C(C=C2C(C=2C=CC(=CC12)C1=C(C(=O)O)C=CC(=C1)CCSC1=CC=C(C=C1)N1N=NC(=C1)C1=CC=C(C=C1)Br)=O)C1=C(C(=O)O)C=CC(=C1)CCSC1=CC=C(C=C1)N1N=NC(=C1)C1=CC=C(C=C1)Br.CN1CCC2=CC=CC=C12